OC1=CC(=C(C(=O)[O-])C=C1OC)[N+](=O)[O-] 4-hydroxy-5-methoxy-2-nitrobenzoate